2,4-Difluoro-6-bromoiodobenzene C1=C(C=C(C(=C1F)I)Br)F